4-(((Z)-5-((Z)-7-bromo-2-oxoindoline-3-ylidene)-4-oxo-3-phenyl-thiazolidin-2-ylidene)amino)benzenesulphonamide BrC=1C=CC=C2/C(/C(NC12)=O)=C/1\C(N(/C(/S1)=N/C1=CC=C(C=C1)S(=O)(=O)N)C1=CC=CC=C1)=O